BrC1CC(C1)C#N 3-bromocyclobutane-1-carbonitrile